4-[(1S,3S)-3-(5-cyclopentyl-1,3,4-oxadiazol-2-yl)-2,2-dimethylcyclopropyl]benzenesulfonamide C1(CCCC1)C1=NN=C(O1)[C@@H]1C([C@H]1C1=CC=C(C=C1)S(=O)(=O)N)(C)C